(1-hydroxy-prop-2-yl)-8-(pyridin-3-yl)-6-(6-(trifluoromethyl)pyridin-3-yl)pyrido[3,4-d]pyrimidin-4(3H)-one OCC(C)C=1NC(C2=C(N1)C(=NC(=C2)C=2C=NC(=CC2)C(F)(F)F)C=2C=NC=CC2)=O